8-chloro-3-(4-(4-methylpiperazin-1-yl)cyclohexyl)imidazo[1,5-a]pyrazine ClC=1C=2N(C=CN1)C(=NC2)C2CCC(CC2)N2CCN(CC2)C